CC1=C(C(=CC=C1)C)CCC(=O)N1CCN(CC1)C1=NC=C(C=C1)O 3-(2,6-Dimethylphenyl)-1-[4-(5-hydroxypyridin-2-yl)-piperazin-1-yl]-propan-1-one